meta-fluorobenzotrichloride FC=1C=C(C=CC1)C(Cl)(Cl)Cl